FC1=C(C(=C(C2=C(C(=C(C=C12)F)F)F)F)F)F 1,2,3,4,5,6,7-heptafluoronaphthalene